C(CC1=CC=CC=C1)OC=1C2=CC=CC=C2C(=C2C=CC=CC12)OCCC1=CC=CC=C1 9,10-bis(phenethoxy)anthracene